1-((4S,5S)-5-(((tert-Butyldiphenylsilyl)oxy)methyl)-2,2-dimethyl-1,3-dioxan-4-yl)-4-(4-methoxyphenyl)butan-2-one [Si](C1=CC=CC=C1)(C1=CC=CC=C1)(C(C)(C)C)OC[C@H]1[C@@H](OC(OC1)(C)C)CC(CCC1=CC=C(C=C1)OC)=O